C1(=CC=CC=C1)C1=C(C=C(C=C1)C1=CC=CC=C1)C=1C=CC2=C(C=C(C=3C=4C=CC(=C5C=CC=C(C1C23)C54)I)C5=CC=CC=C5)I 6-([1,1':4',1''-terphenyl]-2'-yl)-3,10-diiodo-1-phenylperylene